5-(3-Cyclopropyl-5-(4-(methylsulfonyl)piperazin-1-yl)-1H-pyrazolo[3,4-c]pyridine-1-yl)-2-fluoro-3-(trifluoromethyl)phenol C1(CC1)C1=NN(C2=CN=C(C=C21)N2CCN(CC2)S(=O)(=O)C)C=2C=C(C(=C(C2)O)F)C(F)(F)F